O[C@H]1COCC[C@@H]1NC(=O)C1=CC=C2C(=N1)CCO2 N-((3R,4S)-3-hydroxytetrahydro-2H-pyran-4-yl)-2,3-dihydrofuro[3,2-b]pyridine-5-carboxamide